dodecanoic bisdecylamide C(CCCCCCCCC)N(C(CCCCCCCCCCC)=O)CCCCCCCCCC